C(C1=CC=CC=C1)N1CC(C=2C1=CN=NC2N)(C)C 1-benzyl-3,3-dimethyl-2,3-dihydro-1H-pyrrolo[2,3-d]pyridazin-4-amine